CC1=CSC=2C1=NC=C(C2C)C(=O)OCC ethyl 3,7-dimethylthieno[3,2-b]pyridine-6-carboxylate